BrCC(=O)C=1C=CC(=C(C#N)C1)F 5-(2-bromoacetyl)-2-fluorobenzonitrile